C1CNCC=C1N2C3=CC=CC=C3NC2=O 1-(1,2,3,6-tetrahydro-4-pyridyl)-2-benzimidazolinone